[4-(2-pyrrolidin-3-yl-3H-imidazo[4,5-b]pyridin-7-yl)-1-piperidyl]-[4-(trifluoromethoxy)phenyl]methanone N1CC(CC1)C1=NC=2C(=NC=CC2C2CCN(CC2)C(=O)C2=CC=C(C=C2)OC(F)(F)F)N1